NC1CC(CC12CCN(CC2)C2=CN=C1C(=N2)NN=C1C1=CC(=NC(=C1)Cl)N)O 1-amino-8-(3-(2-amino-6-chloro-pyridin-4-yl)-1H-pyrazolo[3,4-b]pyrazin-6-yl)-8-azaspiro-[4.5]decan-3-ol